(E)-2-5-chloropyridin-3-yl-3-3-cyclopropyl-6-trifluoromethylpyridin-4-yl-1H-1,2,4-triazole-1-Acrylamide ClC=1C=C(C=NC1)C1=NC(=CC(=C1C1CC1)C1=NN(C=N1)/C=C/C(=O)N)C(F)(F)F